C(#N)C1=NC2=CC(=CC(=C2N=C1N1CC2=CC=CC(=C2C1)C#N)[C@@H](C)NC1=C(C(=O)O)C=CC=C1)C (R)-2-((1-(2-cyano-3-(4-cyanoisoindolin-2-yl)-7-methylquinoxalin-5-yl)ethyl)amino)benzoic acid